C(CCCCCCCCCCCCCCCCC)C=CC(=O)O β-stearylacrylic acid